N1N=C(C2=CC=CC=C12)C(=O)OC methyl 1H-indazole-3-carboxylate